C1(CC(CC(C1)=O)=O)=NO 1,3,5-cyclohexanetrione oxime